Cl.FC(C(COC)N)(F)F 1,1,1-trifluoro-3-methoxypropan-2-amine hydrochloride